Cl.N[C@H]1CN(CC1)C(C)=O (R)-1-(3-aminopyrrolidin-1-yl)ethan-1-one hydrochloride